N-(5-((5-chloropyridin-2-yl)methoxy)-1,3,4-thiadiazol-2-yl)-1-phenyl-1H-pyrazole-5-carboxamide ClC=1C=CC(=NC1)COC1=NN=C(S1)NC(=O)C1=CC=NN1C1=CC=CC=C1